(2-chloro-4-pyridinyl)cyclobutanol Methyl-4-((4-methoxybenzyl)amino)-1-methyl-1H-pyrazolo[4,3-c][1,7]naphthyridine-8-carboxylate CC1=NN(C2=C1C(=NC=1C=NC(=CC21)C(=O)OC2(CCC2)C2=CC(=NC=C2)Cl)NCC2=CC=C(C=C2)OC)C